3-(2-(5-(3-(2-morpholinoethoxy)phenyl)-1,2,3,4-tetrahydro-quinoline-1-carbonyl)-6,7-dihydrooxazolo[5,4-c]pyridin-5(4H)-yl)propanoic acid O1CCN(CC1)CCOC=1C=C(C=CC1)C1=C2CCCN(C2=CC=C1)C(=O)C=1OC=2CN(CCC2N1)CCC(=O)O